ClC=1C=C(OCC(=O)N[C@H](C)CCO)C=CC1C=1N(C2=NC=NC(=C2N1)OC1(CC1)C)CC1=NC=CC(=C1)C (R)-2-(3-chloro-4-(6-(1-methylcyclopropoxy)-9-((4-methylpyridin-2-yl)methyl)-9H-purin-8-yl)phenoxy)-N-(4-hydroxybutan-2-yl)acetamide